OC1CN(C1)C(=O)O[C@@H]1CC[C@H](CC1)C(N(C[C@@H]1CC[C@H](CC1)C1=CC(=C(C=C1)OC)C)C1=NC=CC(=C1)C=1C=NN(C1)C1CC1)=O trans-4-((4-(1-Cyclopropyl-1H-pyrazol-4-yl)pyridin-2-yl)((trans-4-(4-methoxy-3-methylphenyl)cyclohexyl)methyl)carbamoyl)-cyclohexyl 3-hydroxyazetidine-1-carboxylate